C(#N)C=1C(=NC=CC1C1=C(C(=CC=C1)NC(C1=NC=C(C=C1)C=O)=O)C)/C=C/C=1C=C2CCN(CC2=CC1)CC(=O)OCC ethyl (E)-2-(6-(2-(3-cyano-4-(3-(5-formylpicolinamido)-2-methylphenyl)pyridin-2-yl)vinyl)-3,4-dihydroisoquinolin-2(1H)-yl)acetate